C(C1=CC=CC=C1)OC(C[C@H]1CC[C@H](N1C(=O)OC(C)(C)C)C(=O)OC)=O 1-(tert-butyl) 2-methyl (2S,5R)-5-(2-(benzyloxy)-2-oxoethyl)pyrrolidine-1,2-dicarboxylate